The molecule is a 17beta-hydroxy steroid that is testosterone in which the 4-5 double bond has been reduced to a single bond with unspecified configuration at position 5. It is a 17beta-hydroxy steroid and a 3-oxo steroid. It derives from a hydride of an androstane. C[C@]12CC[C@H]3[C@H]([C@@H]1CC[C@@H]2O)CCC4[C@@]3(CCC(=O)C4)C